OC1CC2(C1)CN(CC2C2=CC=CC=C2)C(=O)OC(C)(C)C tert-butyl 2-hydroxy-8-phenyl-6-azaspiro[3.4]octane-6-carboxylate